C(C)OC1=CN=CC(=N1)C=1C=CC(=NC1)CNC(C)(C)C=1N=C(SC1)NS(=O)(=O)C1CC1 N-(4-(2-(((5-(6-Ethoxypyrazin-2-yl)pyridin-2-yl)methyl)amino)propan-2-yl)thiazol-2-yl)cyclopropanesulfonamide